ClC=1C(=NC(=NC1)NC1CCN(CC1)C(C)=O)C1=NN(C=C1)C1CCCCC1 1-(4-((5-chloro-4-(1-cyclohexyl-1H-pyrazol-3-yl)pyrimidin-2-yl)amino)piperidin-1-yl)ethan-1-one